N[C@@]1(C([C@@H](CC1)NC=1C=2N(N=CC1C(=NC1=C(C=C(C=C1)O[Si](C)(C)C(C)(C)C)CC)N)C=C(C2)C2=CC(=CC=C2)CO)(C)C)C 4-[[(1R,3S)-3-amino-2,2,3-trimethyl-cyclopentyl]amino]-N'-[4-[tert-butyl(dimethyl)silyl]oxy-2-ethyl-phenyl]-6-[3-(hydroxymethyl)phenyl]pyrrolo[1,2-b]pyridazine-3-carboxamidine